[(1E)-(5-cyclopropyl-1,3,4-oxadiazol-2-yl)methylidene]-2-methylpropane-2-sulfinamide C1(CC1)C1=NN=C(O1)\C=C\C(C)(S(=O)N)C